6-fluoro-N-methyl-5-(4-((3-methyl-2,4-dioxo-1,2,3,4-tetrahydrothieno[3,2-d]pyrimidin-6-yl)methyl)-2-oxopiperazin-1-yl)picolinamide FC1=C(C=CC(=N1)C(=O)NC)N1C(CN(CC1)CC1=CC=2NC(N(C(C2S1)=O)C)=O)=O